2-cyclopropyl-N-methyl-N-(pyridin-4-yl)-1,2,3,4-tetrahydroisoquinolin-7-amine hydrochloride Cl.C1(CC1)N1CC2=CC(=CC=C2CC1)N(C1=CC=NC=C1)C